ClC=1C=C(C=C(C1)Cl)NC1=NC2=CC(=CC=C2C(N1)=O)C(F)(F)F 2-((3,5-dichlorophenyl)amino)-7-(trifluoromethyl)quinazolin-4(3H)-one